C1(=CC=CC2=CC=CC=C12)CCN 2-(naphthalen-1-yl)ethane-1-amine